C=CC=CCC(CCCCCCCCCC)O 6-hexadecadienyl alcohol